OC=1C(=C(N=NC1)SC1=NC=CN=C1)C(=N)N hydroxy-3-(pyrazin-2-ylsulfanyl)pyridazine-4-carboxamidine